FC(OC1=CC=CC=2C(N([C@H]3C=4N([C@@H](C21)C3)C3=C(N4)C=CC(=C3)C#CCCOC)C([2H])([2H])[2H])=O)F (7R,14R)-1-(difluoromethoxy)-11-(4-methoxybut-1-yn-1-yl)-6-(methyl-d3)-6,7-dihydro-7,14-methanobenzo[f]benzo[4,5]imidazo[1,2-a][1,4]diazocin-5(14H)-one